C1(CC1)N1N=CC(=C1)C=1C=C2CCC(N(C2=CC1NC1=C(C(C(=O)OC)=CC=C1)C(=O)OC)C)=O dimethyl 3-((6-(1-cyclopropyl-1H-pyrazol-4-yl)-1-methyl-2-oxo-1,2,3,4-tetrahydroquinolin-7-yl)amino)phthalate